4-((R)-(((R)-tert-butylsulfinyl)amino)(phenyl)methyl)piperidine-1-carboxylic acid tert-butyl ester C(C)(C)(C)OC(=O)N1CCC(CC1)[C@H](C1=CC=CC=C1)N[S@](=O)C(C)(C)C